1-(3-chloro-2-fluorobenzyl)-4-((3-fluoro-4-(2-hydroxypropan-2-yl)-6-((5-methyl-1H-pyrazol-3-yl)-amino)pyridin-2-yl)methyl)piperidine-4-carboxylic acid ClC=1C(=C(CN2CCC(CC2)(C(=O)O)CC2=NC(=CC(=C2F)C(C)(C)O)NC2=NNC(=C2)C)C=CC1)F